N-(2-methoxyethyl)-1-((tetrahydrofuran-3-yl)methyl)-2-((6-(trifluoromethoxy)benzo[d]oxazol-2-yl)amino)-1H-benzo[d]imidazole-5-carboxamide COCCNC(=O)C1=CC2=C(N(C(=N2)NC=2OC3=C(N2)C=CC(=C3)OC(F)(F)F)CC3COCC3)C=C1